N1CCNC=C1 tetra-hydropyrazine